methyl 2-[6-bromo-1',1',5-trifluoro-1-oxospiro[3H-isoquinoline-4,2'-cyclopropane]-2-yl]acetate BrC=1C(=C2C(=CC1)C(N(CC21C(C1)(F)F)CC(=O)OC)=O)F